C1(CCC1)NC12CCC(CC1)(CC2)CN2N=C(C=1CN(CCC12)C=1C2=C(N=C(N1)C)C(=NN2C)C)C N-cyclobutyl-4-((3-methyl-5-(1,3,5-trimethyl-1H-pyrazolo[4,3-d]pyrimidin-7-yl)-4,5,6,7-tetrahydro-1H-pyrazolo[4,3-c]pyridin-1-yl)methyl)bicyclo[2.2.2]octan-1-amine